(pyridin-3-yl)piperidin N1=CC(=CC=C1)N1CCCCC1